C1(CC1)C1=NN(C=N1)C1CC2(CN(C2)C(=O)N2CC3(C2)CN(C3)CC3=NN=C(N3C)C(F)(F)F)C1 [6-(3-cyclopropyl-1,2,4-triazol-1-yl)-2-azaspiro[3.3]heptan-2-yl]-[6-[[4-methyl-5-(trifluoromethyl)-1,2,4-triazol-3-yl]methyl]-2,6-diazaspiro[3.3]heptan-2-yl]methanone